N-(5-cyano-1,2-dimethyl-1H-pyrrol-3-yl)-N-(4-hydroxyphenyl)-1,2-dimethyl-1H-pyrrole-3-carboxamide C(#N)C1=CC(=C(N1C)C)N(C(=O)C1=C(N(C=C1)C)C)C1=CC=C(C=C1)O